FC(CN(CCCCC1=NC=2NCCCC2C=C1)C(C(=O)O)CC)F ((2,2-difluoroethyl)(4-(5,6,7,8-tetrahydro-1,8-naphthyridin-2-yl)butyl)amino)butanoic acid